(5-chloro-6-(3-hydroxyazetidine-1-carbonyl)pyridin-3-yl)-2,9,9-trimethyl-8,9-dihydro-7H-imidazo[1,2-b]pyrrolo[3,2-d]pyridazine-7-carboxamide ClC=1C=C(C=NC1C(=O)N1CC(C1)O)C1=C(N=C2N1N=CC1=C2C(CN1C(=O)N)(C)C)C